BrCC(C)(OC)OC 1-bromo-2,2-dimethoxypropane